N-[(5R,6S)-5-[(2,3'-difluoro[1,1'-biphenyl]-3-yl)methyl]-4-oxo-3-(propan-2-yl)-3,4,5,6,7,8-hexahydroquinazolin-6-yl]cyclopropanesulfonamide FC1=C(C=CC=C1C[C@@H]1C=2C(N(C=NC2CC[C@@H]1NS(=O)(=O)C1CC1)C(C)C)=O)C1=CC(=CC=C1)F